NC=1SC2=C(N1)C=CC(=C2)N(C(=O)NC2=CC=C(C=C2)Cl)CCN2C(CCC2)=O 1-(2-Aminobenzo[d]thiazol-6-yl)-3-(4-chlorophenyl)-1-[2-(2-oxopyrrolidin-1-yl)ethyl]urea